CC1=C(C=CC(=C1)N1CCNCC1)NC(C1=CC=C(C=C1)N1CCNCC1)=O N-(2-methyl-4-(piperazin-1-yl)phenyl)-4-(piperazin-1-yl)benzamide